4-tert-butyl-D-phenylalanine C(C)(C)(C)C1=CC=C(C[C@@H](N)C(=O)O)C=C1